ClC1=C(C=CC(=C1)C)N(C=1C=C(CC2CCN(CC2)C(=O)OC(C)(C)C)C=CC1)C tert-Butyl 4-(3-((2-chloro-4-methylphenyl)(methyl)amino)benzyl)piperidine-1-carboxylate